(9Z,12Z)-3-((4,4-bis(octyloxy)butanoyl)oxy)-2-((((3-(diethylamino)propoxy)carbonyl)oxy)methyl)propyloctadeca-9,12-dienoate C(CCCCCCC)OC(CCC(=O)OCC(COC(CCCCCCC\C=C/C\C=C/CCCCC)=O)COC(=O)OCCCN(CC)CC)OCCCCCCCC